C(C)(C)(C)OC(CC(=O)C=1SC2=C(C1)C(=C(C(=C2)OC)Br)F)=O 3-(5-bromo-4-fluoro-6-methoxy-benzothien-2-yl)-3-oxopropionic acid tert-butyl ester